C(CCC)OC(=O)N[C@H](C(=O)O)CCN(CCCCC1=NC=2NCCCC2C=C1)C1CC1 (S)-2-((butoxycarbonyl)amino)-4-(cyclopropyl(4-(5,6,7,8-tetrahydro-1,8-naphthyridin-2-yl)butyl)amino)butanoic acid